dimethyleicosanyl-[3-(triethoxysilyl)propyl]ammonium iodide [I-].C[N+](CCC[Si](OCC)(OCC)OCC)(CCCCCCCCCCCCCCCCCCCC)C